(S)-5-azido-4-(3-(cyclopentyloxy)-4-methoxyphenyl)valeraldehyde N(=[N+]=[N-])C[C@@H](CCC=O)C1=CC(=C(C=C1)OC)OC1CCCC1